Cl.C(C=C)(=O)N acrylamid-Hydrochlorid